8-fluoro-2-(4-(methylsulfonyl)phenyl)-6-(1-(8-(tetrahydro-2H-pyran-4-yl)-8-azabicyclo[3.2.1]octan-3-yl)piperidin-4-yl)imidazo[1,2-a]pyridine FC=1C=2N(C=C(C1)C1CCN(CC1)C1CC3CCC(C1)N3C3CCOCC3)C=C(N2)C2=CC=C(C=C2)S(=O)(=O)C